2-(2,3-dihydroxyphenyl)ethanol OC1=C(C=CC=C1O)CCO